5-tert-Butyl 3-ethyl 7,7-dimethyl-1-(4-(trifluoromethyl)benzyl)-6,7-dihydro-1H-pyrazolo[4,3-c]pyridine-3,5(4H)-dicarboxylate CC1(C2=C(CN(C1)C(=O)OC(C)(C)C)C(=NN2CC2=CC=C(C=C2)C(F)(F)F)C(=O)OCC)C